CC1=C(N=C(S1)N(/N=C/C1=C(C=C(C=C1)C)C(=O)O)C)C1=CC=CC=C1 (E)-5-methyl-4-phenyl-2-[1-methyl-2-(4-methyl-2-carboxybenzylidene)hydrazino]thiazole